2-(p-methylphenyl)quinoline CC1=CC=C(C=C1)C1=NC2=CC=CC=C2C=C1